P(=O)(O)(O)O.N1(C=NC=C1)C1=CC=C(C=C1)C(C)=NNC1=CC=NC2=CC(=CC=C12)Cl 4-(2-(1-(4-(1H-imidazol-1-yl)phenyl)ethylidene)hydrazineyl)-7-chloroquinoline phosphate